C[C@@H]1N(CCNC1)C1=NC=NC2=CC=CC=C12 4-((S)-2-methylpiperazin-1-yl)quinazoline